2,6-diphenylmethylenecyclohexanone oxime C1(=CC=CC=C1)C=C1C(C(CCC1)=CC1=CC=CC=C1)=NO